C1OC\C(\C2=CC=CC=C12)=C/C(=O)OCC Ethyl (Z)-2-(isochroman-4-ylidene)acetate